2,3-dicyano-5-(2-thienyl)-8-(2,4-bis(trifluoromethyl)phenyl)pyrazino[2,3-D]pyridazine C(#N)C=1C(=NC=2C(=C(N=NC2C=2SC=CC2)C2=C(C=C(C=C2)C(F)(F)F)C(F)(F)F)N1)C#N